N-(4-amino-1H-pyrazolo[4,3-c]pyridin-7-yl)-N'-isobutyl-N'-(2-pyridylmethyl)oxamide NC1=NC=C(C2=C1C=NN2)NC(=O)C(=O)N(CC2=NC=CC=C2)CC(C)C